CN(C(=O)C=1OC(=CC1)C=1C=NN(C1)C1=CC=CC=C1)C1CCO1 N-methyl-N-(oxetan-4-yl)-5-(1-phenyl-1H-pyrazol-4-yl)furan-2-carboxamide